ClC=1C(=C(C=CC1)C)C1=NC(=C(C(=O)O)C=C1F)N (3-chloro-2-tolyl)-amino-5-fluoronicotinic acid